C(#N)C1=CC=2N(N=C1)C(=CC2)C2=NC=C(C(=O)NC[C@H](C(C)(C)O)F)C(=C2)NC2CCC(CC2)N2N=NC(=C2)C(F)F 6-(3-cyanopyrrolo[1,2-b]pyridazin-7-yl)-4-(((1r,4R)-4-(4-(difluoromethyl)-1H-1,2,3-triazol-1-yl)cyclohexyl)amino)-N-((R)-2-fluoro-3-hydroxy-3-methylbutyl)nicotinamide